(R)-1-phenylethane C1(=CC=CC=C1)CC